(2-fluoro-4-(2-((4-(1-methyl-2-oxo-1,2-dihydropyridin-4-yl)thiazol-2-yl)amino)-2-oxoethyl)phenoxy)pyridine-3-carboxamide FC1=C(OC2=NC=CC=C2C(=O)N)C=CC(=C1)CC(=O)NC=1SC=C(N1)C1=CC(N(C=C1)C)=O